Lithium triflat [O-]S(=O)(=O)C(F)(F)F.[Li+]